2,2-dimethyl-N-(1-phenylethyl)butanamide sodium esylate S(=O)(=O)([O-])CC.[Na+].CC(C(=O)NC(C)C1=CC=CC=C1)(CC)C